N-(3-(4-(3-Aminopropyl)piperazin-1-yl)propyl)-2-(4-methoxyphenyl)quinolin-4-amine NCCCN1CCN(CC1)CCCNC1=CC(=NC2=CC=CC=C12)C1=CC=C(C=C1)OC